N-(2-methyl-5-nitrophenyl)-4-(pyridin-3-yl)pyrimidine-2-amine CC1=C(C=C(C=C1)[N+](=O)[O-])NC1=NC=CC(=N1)C=1C=NC=CC1